7,7'-(((azanediylbis(propane-3,1-diyl))bis(oxy))bis(3,1-phenylene))bis(N-(2-((S)-2-cyano-4,4-difluoropyrrolidin-1-yl)-2-oxoethyl)quinoline-4-carboxamide) N(CCCOC=1C=C(C=CC1)C1=CC=C2C(=CC=NC2=C1)C(=O)NCC(=O)N1[C@@H](CC(C1)(F)F)C#N)CCCOC=1C=C(C=CC1)C1=CC=C2C(=CC=NC2=C1)C(=O)NCC(N1[C@@H](CC(C1)(F)F)C#N)=O